C(C1CO1)OC1=C(C=C(CNC(C(=C)C)=O)C=C1C)C N-[4-(2,3-epoxypropoxy)-3,5-dimethylbenzyl]methacrylamide